The molecule is a 2-acyl-sn-glycero-3-phosphocholine in which the acyl group is specified as (9Z)-12-hydroxyoctadec-9-enoyl. It is a 2-acyl-sn-glycero-3-phosphocholine and a ricinoleoyl-sn-glycero-3-phosphocholine. It derives from a (9Z)-12-hydroxyoctadec-9-enoic acid. CCCCCCC(C/C=C\\CCCCCCCC(=O)O[C@H](CO)COP(=O)([O-])OCC[N+](C)(C)C)O